O=S1(CCC2=C1C(=CC=C2)N(C(=O)C=2C=NC=CC2)CC=2C=NC(=C(C2)[N+](=O)[O-])C=O)=O N-(1,1-dioxo-2,3-dihydro-1λ6-benzothiophen-7-yl)-N-[(6-formyl-5-nitropyridin-3-yl)methyl]pyridine-3-carboxamide